(1S,2S)-2-fluoro-N-[2-(5-fluoro-2-methoxypyridin-3-yl)-1,3-dimethylpyrrolo[2,3-c]pyridin-5-yl]cyclopropane-1-carboxamide F[C@@H]1[C@@H](C1)C(=O)NC=1C=C2C(=CN1)N(C(=C2C)C=2C(=NC=C(C2)F)OC)C